COC=1C=CC2=C(C(OC3=C2C=CC(=C3)OCCCCCN3CCN(CC3)C3=CC=CC=C3)=O)C1 8-methoxy-3-((5-(4-phenylpiperazin-1-yl)pentyl)oxy)-6H-benzo[c]benzopyran-6-one